ClC1=NN(C=C1NC(=O)N1CC(C1)(F)F)C1=NC=C(C=C1C(F)(F)F)NC(=O)NC=1C=NC=2N(C1[C@H](C)OC)N=C(C2)Cl (S)-N-(3-chloro-1-(5-(3-(2-chloro-7-(1-methoxyethyl)pyrazolo[1,5-a]pyrimidin-6-yl)ureido)-3-(trifluoromethyl)pyridin-2-yl)-1H-pyrazol-4-yl)-3,3-difluoroazetidine-1-carboxamide